1-(2-Hydroxyethyl)-3-(20-Tetradecyloctatriacontan-15-yl)-1H-Imidazol-3-ium Chlorid [Cl-].OCCN1C=[N+](C=C1)C(CCCCCCCCCCCCCC)CCCCC(CCCCCCCCCCCCCCCCCC)CCCCCCCCCCCCCC